3-[[(1R)-1-(3,6-Dimethyl-4-oxo-2-phenyl-chromen-8-yl)ethyl]amino]-N-methyl-N-methylsulfonyl-pyridine-2-carboxamide CC1=C(OC2=C(C=C(C=C2C1=O)C)[C@@H](C)NC=1C(=NC=CC1)C(=O)N(S(=O)(=O)C)C)C1=CC=CC=C1